FC1=C(C=CC(=C1)OC)C1(CCOCC1)CO [4-(2-fluoro-4-methoxy-phenyl)tetrahydropyran-4-yl]methanol